NC1CCN(CC1)C=1N(C(C(=C(N1)C1=CC(=C(C#N)C=C1)F)Cl)=O)C 4-[2-(4-aminopiperidin-1-yl)-5-chloro-1-methyl-6-oxopyrimidin-4-yl]-2-fluorobenzonitrile